FC1=C(C(=CC=C1)C)N1CCC(CC1)N1C(N(C=2C(C1)=CN(N2)CC(=O)N)CC2=C(C=CC=C2)C(F)(F)F)=O 2-[5-[1-(2-Fluoro-6-methyl-phenyl)-piperidin-4-yl]-6-oxo-7-(2-trifluoromethylbenzyl)-4,5,6,7-tetrahydro-pyrazolo[3,4-d]pyrimidin-2-yl]-acetamide